C(C1=CC=CC=C1)([O-])=N benzimidate